C(=C)CCCP(O)=O vinylpropylphosphinic acid